N-acetamidogalactosamine C(C)(=O)NN[C@H]1C(O)O[C@@H]([C@@H]([C@@H]1O)O)CO